[Ti+4].[O-2].[Ti+4].[O-2].[O-2].[O-2] titanium oxide, titanium salt